3-Amino-1,1,1-trifluoro-2-methyl-propan-2-ol hydrochloride Cl.NCC(C(F)(F)F)(O)C